FC(C=1C=C(OCC2=NN=C(S2)N)C=CC1)(F)F 5-((3-(trifluoromethyl)phenoxy)methyl)-1,3,4-thiadiazol-2-amine